C(=O)(O)C1=C(C=CC2=CC=CC=C12)N 1-carboxy-2-amino-naphthalene